CN1N(CCC1)C(=O)O[C@H]1C[C@H](CC1)C=1NN=C(C1)N (1R,3S)-3-(5-amino-2H-pyrazol-3-yl)cyclopentyl 2-methylpyrazolidine-1-carboxylate